2-amino-6-hydroxycaproic acid NC(C(=O)O)CCCCO